ClC1=CC(=C(C=C1)C12CC(C1)(C2)C2CN(C2)C(=O)OC(C)(C)C)S(=O)(=O)C tert-Butyl 3-[3-(4-chloro-2-methylsulfonyl-phenyl)-1-bicyclo[1.1.1]pentanyl]azetidine-1-carboxylate